tert-Butyl N-[(3-methylcyclopent-2-en-1-ylidene)amino]carbamate CC1=CC(CC1)=NNC(OC(C)(C)C)=O